FC(C=1C(=NC=CC1)C1=C(C(=O)N)C=CC=C1)(F)F (3-(trifluoromethyl)pyridin-2-yl)benzamide